N-hydroxyadipamide ONC(CCCCC(=O)N)=O